N-(6-((2,5-dichloropyrimidin-4-yl)amino)quinolin-5-yl)methanesulfonamide ClC1=NC=C(C(=N1)NC=1C(=C2C=CC=NC2=CC1)NS(=O)(=O)C)Cl